[N].C(C)(=O)N1C[C@@H](N([C@@H](C1)C)C1=NN(C(=C1C1=C2C=NNC2=CC(=C1Cl)C)C)C1CC2(CN(C2)C(C=C)=O)C1)C 1-(6-(3-((2s,6r)-4-acetyl-2,6-dimethylpiperazin-1-yl)-4-(5-chloro-6-methyl-1H-indazol-4-yl)-5-methyl-1H-pyrazol-1-yl)-2-azaspiro[3.3]hept-2-yl)prop-2-en-1-one nitrogen